4-[(tert-butoxycarbonyl)amino]-2-phenylbutyric acid C(C)(C)(C)OC(=O)NCCC(C(=O)O)C1=CC=CC=C1